C(#N)C1=CC=C(N2C=CC=C12)C=1C=NC=CC1SC(C(=O)O)(C(F)(F)F)C 2-((3-(8-cyanoindolizin-5-yl)pyridin-4-yl)thio)-3,3,3-trifluoro-2-methylpropanoic acid